4-bromo-3-(2-(dimethylamino)ethoxy)benzoic acid Methyl-4-bromo-3-(2-(dimethylamino)ethoxy)benzoate COC(C1=CC(=C(C=C1)Br)OCCN(C)C)=O.BrC1=C(C=C(C(=O)O)C=C1)OCCN(C)C